BrCCCC(=O)OCC(COCCCCCCCCCCCCCC)(COCCCCCCCCCCCCCC)COCCCCCCCCCCCCCC 3-(Tetradecyloxy)-2,2-bis((tetradecyloxy)methyl)propyl 4-bromobutanoate